1-(N-indolinyl)-3-methylenehepta-4,6-diene N1(CCC2=CC=CC=C12)CCC(C=CC=C)=C